C1(CCCCC1)NS(=O)(=O)C1=CC=2C(C3=CC(=CC=C3C2C=C1)S(=O)(=O)NC1CCCCC1)=NO N2,N7-dicyclohexyl-9-(hydroxyimino)-9H-fluorene-2,7-disulfonamide